C(C1CO1)O[Si](C)(C)C glycidoxytrimethyl-silane